C12(CC(C1)C2)N2C[C@@H](NS(C1=C2C=C(C(=C1)O\C=C(\C(=O)O)/F)SC)(=O)=O)C1CC(C1)(F)F (S,Z)-3-((5-(bicyclo[1.1.1]pentan-1-yl)-3-(3,3-difluorocyclobutyl)-7-(methylthio)-1,1-dioxido-2,3,4,5-tetrahydrobenzo[f][1,2,5]thiadiazepin-8-yl)oxy)-2-fluoroacrylic acid